[Cl-].C(CCCC)OC(CCCCC\C=C/CCC[P+](C)(C)C)OCCCCC (4Z)-11,11-dipentyloxy-4-undecenyltrimethylphosphonium chloride